CC1=NC=C(C(=O)O)C=C1NC(=O)C=1C=NN2C1SC(=C2)C=2C=NC=CC2 6-methyl-5-(2-(pyridin-3-yl)pyrazolo[5,1-b]thiazole-7-carboxamido)nicotinic acid